endo-bicyclo[6.1.0]Non-4-yn-9-ylmethanol C12CCC#CCCC2C1CO